ClC1=CC=C(S1)C=1C=C(C=CC1)[C@H](CC(=O)OCC)NC(=O)NC=1C(N(C=CC1O)C)=O Ethyl (S)-3-(3-(5-Chlorothiophen-2-yl)phenyl)-3-(3-(4-hydroxy-1-methyl-2-oxo-1,2-dihydropyridin-3-yl)ureido)propanoat